FC=1C=C(CN([C@H](CC(=O)O)C)C2=CC=C(C3=CC=CC=C23)NS(=O)(=O)C2=CC=C(C=C2)OC)C=CC1 (S)-3-((3-fluorobenzyl)(4-((4-methoxyphenyl)sulfonamido)naphthalen-1-yl)amino)butanoic acid